3-(1-(2-(4-(3-(1-(5-chloropyrimidin-2-yl)piperidin-4-yl)propoxy)-2,6-difluorophenyl)acetyl)azetidin-3-yl)propanoic acid ClC=1C=NC(=NC1)N1CCC(CC1)CCCOC1=CC(=C(C(=C1)F)CC(=O)N1CC(C1)CCC(=O)O)F